Cl.ClC=1C=C(C=CC1C(C)C)CN 1-(3-chloro-4-isopropylphenyl)methylamine hydrochloride